tert-butyl (S,E)-2-(3-(3-(trifluoromethyl)-4-((3-(4-(trifluoromethyl)phenyl)allyl)oxy)phenyl)1,2,4-oxadiazol-5-yl)pyrrolidine-1-carboxylate FC(C=1C=C(C=CC1OC\C=C\C1=CC=C(C=C1)C(F)(F)F)C1=NOC(=N1)[C@H]1N(CCC1)C(=O)OC(C)(C)C)(F)F